2-methoxy-5-morpholino-N-(3-phenylpropyl)-1H-benzo[d]Imidazole COC1=NC2=C(N1CCCC1=CC=CC=C1)C=CC(=C2)N2CCOCC2